BrC1=C(C=C(C#N)C=C1Cl)Cl 4-bromo-3,5-dichlorobenzonitrile